tert-butyl 3-(1-methoxy-1-oxopropan-2-yl)pyrrolidine-1-carboxylate COC(C(C)C1CN(CC1)C(=O)OC(C)(C)C)=O